bis-(3,5-di-tert-butyl-4-hydroxybenzyl)1,3,5-triazin-2,4,6(1H,5H)-trione C(C)(C)(C)C=1C=C(CN2C(NC(N(C2=O)CC2=CC(=C(C(=C2)C(C)(C)C)O)C(C)(C)C)=O)=O)C=C(C1O)C(C)(C)C